FC1(C2CC(CC12)C(NC(=O)C1=NON=C1C)C=1N=C2N(N=CC(=C2)CN2C(N[C@@H](C2)C(F)(F)F)=O)C1)F N-((6,6-difluorobicyclo[3.1.0]hex-3-yl)(7-(((S)-2-oxo-4-(trifluoromethyl)imidazoline-1-yl)methyl)imidazo[1,2-b]pyridazin-2-yl)methyl)-4-methyl-1,2,5-oxadiazole-3-carboxamide